C(C#C)NC(=O)C=1N(C=NC1)CC=1SC(=CC1)C1=NOC(=N1)C(F)(F)F N-prop-2-ynyl-3-[[5-[5-(trifluoromethyl)-1,2,4-oxadiazol-3-yl]-2-thienyl]methyl]imidazole-4-carboxamide